C(CCCCCCC#N)#N Octanedinitrile